(1S)-2,2-difluoro-N-(3-{6-[(1S)-1-hydroxypropyl]-4-methylpyridin-3-yl}-1-methyl-2-oxo-1,6-naphthyridin-7-yl)cyclopropane-1-carboxamide FC1([C@@H](C1)C(=O)NC1=NC=C2C=C(C(N(C2=C1)C)=O)C=1C=NC(=CC1C)[C@H](CC)O)F